2-(4-((6-cyano-2-((7-methyl-5-(methylsulfonyl)-1H-indol-4-yl)methyl)-2H-indazol-7-yl)-oxy)piperidin-1-yl)acetic acid C(#N)C=1C=CC2=CN(N=C2C1OC1CCN(CC1)CC(=O)O)CC1=C2C=CNC2=C(C=C1S(=O)(=O)C)C